Cl.NC=1C2=C(N=CN1)N(C(=C2C2=CC=C(C=C2)C(=O)N2CCCC2)C=2C=C(C=CC2)NC(\C=C\CN(C)C)=O)C (2E)-N-(3-{4-amino-7-methyl-5-[4-(pyrrolidine-1-carbonyl)phenyl]-7H-pyrrolo[2,3-d]pyrimidin-6-yl}phenyl)-4-(dimethylamino)but-2-enamide hydrochloride